4-(2-((2-(2-cyclopropyl-1H-imidazol-1-yl)pyridin-4-yl)oxy)ethoxy)-3-fluorobenzonitrile C1(CC1)C=1N(C=CN1)C1=NC=CC(=C1)OCCOC1=C(C=C(C#N)C=C1)F